(12R)-11-[2-[tertbutyl(dimethyl)silyl]oxyethyl]-12-methyl-1,6,11-triazatricyclo[7.4.0.02,7]trideca-2(7),3,5,8-tetraen-10-one C(C)(C)(C)[Si](OCCN1C(C2=CC=3N=CC=CC3N2C[C@H]1C)=O)(C)C